OCC1=CC=C(O1)C(=O)O 5-(hydroxymethyl)furan-2-carboxylic acid